1-(methylsulfonyl)piperidin-4-one CS(=O)(=O)N1CCC(CC1)=O